(1R,2S)-N-(7-chloro-6-(1-((3R,4R)-4-hydroxy-3-methyltetrahydrofuran-3-yl)piperidin-4-yl)isoquinolin-3-yl)-2-ethoxycyclopropane-1-carboxamide ClC1=C(C=C2C=C(N=CC2=C1)NC(=O)[C@H]1[C@H](C1)OCC)C1CCN(CC1)[C@@]1(COC[C@@H]1O)C